2,4-bis[4-(1-naphthyl)phenyl]-6-[4-(pyridin-3-yl)phenyl]pyrimidine C1(=CC=CC2=CC=CC=C12)C1=CC=C(C=C1)C1=NC(=CC(=N1)C1=CC=C(C=C1)C1=CC=CC2=CC=CC=C12)C1=CC=C(C=C1)C=1C=NC=CC1